1-(2-bromo-5-nitrophenyl)ethan-1-ol BrC1=C(C=C(C=C1)[N+](=O)[O-])C(C)O